S1C=NC(=C1)CCC(=O)O 3-(thiazol-4-yl)propanoic acid